zinc ethylene bisdithiocarbamate C(N)(SCCSC(N)=S)=S.[Zn]